C(C1=CC=CC=C1)N1N=CC=2N=C(NC(C21)=O)C(C)C 1-benzyl-5-isopropyl-6H-pyrazolo[4,3-d]pyrimidin-7-one